4-t-butyl-phenol C(C)(C)(C)C1=CC=C(C=C1)O